N1=CN=CC=2OCC(NC21)=O Pyrimido[5,4-b][1,4]Oxazin-7-One